ClC1=C(C=NN1C)[C@H]1CN([C@H](C2=CC=CC=C12)C)C(=O)C1=NN(N=C1)C1=C(C=C(C=C1)F)F [(1S,4S)-4-(5-chloro-1-methyl-pyrazol-4-yl)-1-methyl-3,4-dihydro-1H-isoquinolin-2-yl]-[2-(2,4-difluorophenyl)triazol-4-yl]methanone